tert-butyl-[(2R)-2-isobutyl-7-(5-isopropoxypyrimidin-2-yl)azepan-3-yl]oxy-dimethyl-silane C(C)(C)(C)[Si](C)(C)OC1[C@H](NC(CCC1)C1=NC=C(C=N1)OC(C)C)CC(C)C